P(OCO[C@@H](CN1C2=NC=NC(=C2N=C1)N)C)([O-])=O.[NH4+] ammonium (R)-(((1-(6-amino-9H-purin-9-yl) propan-2-yl) oxy) methyl) phosphonate